C/C(/C(=O)O)=C\C(=O)O.C/C(/C(=O)O)=C\C(=O)O.C/C(/C(=O)O)=C\C(=O)O.O1NC=CC=C1 oxazin tris(methyl fumarate)